methyl (R)-6-chloro-3-((1-(3,6-dimethyl-2,4-dioxo-1,2,3,4-tetrahydroquinazolin-8-yl)ethyl)amino)picolinate ClC1=CC=C(C(=N1)C(=O)OC)N[C@H](C)C=1C=C(C=C2C(N(C(NC12)=O)C)=O)C